2-([1,1'-biphenyl]-2-yl)-4-chloro-6-(spiro[cyclohexane-1,9'-fluoren]-2'-yl)-1,3,5-triazine C1(=C(C=CC=C1)C1=NC(=NC(=N1)Cl)C1=CC=2C3(C4=CC=CC=C4C2C=C1)CCCCC3)C3=CC=CC=C3